COC=1C=C(C=CC1)S(=O)(=O)CCC(=O)N1CC2CCC(C1)N2C=2C=NC(=CC2)C 3-(3-methoxybenzenesulfonyl)-1-[8-(6-methylpyridin-3-yl)-3,8-diazabicyclo[3.2.1]octan-3-yl]propan-1-one